C(#N)C=1C=C2C(=NC1)N(N=C2)C2=CC(=C(C=N2)C(=O)NCC(C(OCCOCCOCC(=O)OC)C)F)NC2CC2 Methyl 2-[2-[2-[3-[[6-(5-cyanopyrazolo[3,4-b]pyridin-1-yl)-4-(cyclopropylamino)pyridine-3-carbonyl]amino]-2-fluoro-1-methyl-propoxy]ethoxy]ethoxy]acetate